7-((3aS,4R,6aR)-2,2-dimethyl-6-(2-(6-methylisoquinolin-8-yl)ethyl)-3a,6a-dihydro-4H-cyclopenta[d][1,3]dioxol-4-yl)-7H-pyrrolo[2,3-d]pyrimidin-4-amine CC1(O[C@@H]2[C@H](O1)C(=C[C@H]2N2C=CC1=C2N=CN=C1N)CCC=1C=C(C=C2C=CN=CC12)C)C